CC1=CC(=CN1S(=O)(=O)C)C(=O)OCC1=CC=C(C=C1)OC 4-methoxybenzyl 5-methyl-1-(methylsulfonyl)-1H-pyrrole-3-carboxylate